4-(((1s,4s)-4-(dimethylamino)cyclohexyl)oxy)-3-methoxyaniline CN(C1CCC(CC1)OC1=C(C=C(N)C=C1)OC)C